C(#N)C1=C(N=C(S1)N(C1=C(N=C2N1C=C(C=C2)C=2C=NC(=NC2)CC(=O)NC2CCNCC2)CC)C)C2=CC=C(C=C2)F 2-(5-(3-((5-cyano-4-(4-fluorophenyl)thiazol-2-yl)(methyl)amino)-2-ethylimidazo[1,2-a]pyridin-6-yl)pyrimidin-2-yl)-N-(piperidin-4-yl)acetamide